FC=1C=C(C=CC1F)C1=NN=C(S1)CSC1=CC(=C(OC(C(=O)OCC)(C)C)C=C1)C ethyl 2-(4-(((5-(3,4-difluorophenyl)-1,3,4-thiadiazol-2-yl)methyl)thio)-2-methylphenoxy)-2-methylpropanoate